(5R)-9,9-dimethyl-8-oxo-2-[trans-4-(trifluoromethyl)cyclohexane-1-carbonyl]-2-azaspiro[4.5]dec-6-ene-7-carbonitrile CC1(C(C(=C[C@]2(CCN(C2)C(=O)[C@@H]2CC[C@H](CC2)C(F)(F)F)C1)C#N)=O)C